COC1=NC(=NC=N1)C=1C=CC(=C(C1)O)C=1N=NC(=CC1)N(C1C[C@]2(CC[C@@](C1)(N2C)C)C)C 5-(4-methoxy-1,3,5-triazin-2-yl)-2-(6-(methyl((1R,3s,5S)-1,5,8-trimethyl-8-azabicyclo[3.2.1]octan-3-yl)amino)pyridazin-3-yl)phenol